FC(OC=1C=NC=C(C1N1C(N(C=2C=NC=3C=C(C(=CC3C21)C=2C(=NN(C2)C)C)OC)C)=O)F)F 1-(3-Difluoromethoxy-5-fluoropyridin-4-yl)-8-(1,3-dimethyl-1H-pyrazol-4-yl)-7-methoxy-3-methyl-1,3-dihydroimidazo-[4,5-c]quinolin-2-one